[C].C(#C)[C@]1([C@H](C[C@@H](O1)N1C=NC=2C(N)=NC(=NC12)F)O)CO 4'-ETHYNYL-2-FLUORO-2'-DEOXYADENOSINE CARBON